tert-butyl 4-methyl-4-[N-(1-methyl-2-oxo-1,2-dihydropyridin-4-yl)carbamoylamino]piperidine-1-carboxylate CC1(CCN(CC1)C(=O)OC(C)(C)C)NC(NC1=CC(N(C=C1)C)=O)=O